2-methyl-erythritol C[C@@](CO)(O)[C@H](O)CO